Butyl (2-chloroethyl)carbamate ClCCNC(OCCCC)=O